Z-farnesol OC\C=C(\C)/CCC=C(C)CCC=C(C)C